((3S,4r,6r)-6-((S)-1-(4-fluorophenyl)-1,2,3,4-tetrahydroisoquinoline-2-carbonyl)-4-hydroxytetrahydro-2H-pyran-3-yl)carbamic acid tert-butyl ester C(C)(C)(C)OC(N[C@H]1CO[C@H](C[C@H]1O)C(=O)N1[C@H](C2=CC=CC=C2CC1)C1=CC=C(C=C1)F)=O